C(\C=C/C(=O)[O-])(=O)OCC(CCCC)CC 2-ethylhexyl maleate